NC=1C(=C(C(=O)OC)C(=CC1C1CC1)N1CCC(CCC1)(F)F)C methyl 3-amino-4-cyclopropyl-6-(4,4-difluoroazepan-1-yl)-2-methylbenzoate